NC=1C(=NC(=CN1)Br)OC=1C=NN(C1)CC(C#N)(C)C 3-(4-((3-amino-6-bromopyrazin-2-yl)oxy)-1H-pyrazol-1-yl)-2,2-dimethylpropanenitrile